(4-amino-4-methyl-piperidin-1-yl)-6-chloro-5-(3-fluoro-phenyl)-pyrimidine-4-carboxylic acid amide NC1(CCN(CC1)C1=NC(=C(C(=N1)C(=O)N)C1=CC(=CC=C1)F)Cl)C